ClC1=C(C=CC(=C1)NC=1C=2N(C=CN1)C(=CN2)C=2C(=NN(C2)CC=2C=NN(C2)C)C(F)(F)F)C(=O)N2CCNCC2 [2-chloro-4-[[3-[1-[(1-methylpyrazol-4-yl)methyl]-3-(trifluoromethyl)pyrazol-4-yl]imidazo[1,2-a]pyrazin-8-yl]amino]phenyl]-piperazin-1-ylmethanone